CCC(CCCCC)C(=O)[O-].C1=CC=CC2=CC3=CC=CC=C3C(=C12)C1=CC=[N+](C=C1)CC(=O)NN 4-(Anthracene-9-yl)-1-(2-hydrazino-2-oxoethyl)pyridin-1-ium octane-3-carboxylate